2-Amino-4-(5-hydroxy-1H-indol-3-yl)pyrimidine NC1=NC=CC(=N1)C1=CNC2=CC=C(C=C12)O